C(C)NCC(=O)O N-Ethylglycine